CC=1C2=C(SC1C(=O)O)C(=C1C(SC(=C1C)C(=O)O)=C2F)F dimethyl-4,8-difluorobenzo[1,2-b:4,5-b']dithiophene-2,6-dicarboxylic acid